1-(5-(1-cyclopropyl-4-((2,4-dimethoxybenzyl)amino)-1H-pyrazolo[3,4-d]pyrimidin-3-yl)imidazo[1,2-a]pyridin-8-yl)-3-(4-((4-methylpiperazin-1-yl)methyl)-3-(trifluoromethyl)phenyl)urea C1(CC1)N1N=C(C=2C1=NC=NC2NCC2=C(C=C(C=C2)OC)OC)C2=CC=C(C=1N2C=CN1)NC(=O)NC1=CC(=C(C=C1)CN1CCN(CC1)C)C(F)(F)F